Cl.N1=C(N=CC=C1)[C@@H](C)NCC1=CC=C(C=N1)C(C)=O (R)-1-(6-(((1-(pyrimidin-2-yl)ethyl)amino)methyl)pyridin-3-yl)ethan-1-one hydrochloride